BrC=1C=CC(=C(C1)C(C(=O)OC(C)(C)C)N1C(N(C2=C(C1=O)C=CN=C2)C)=O)F tert-butyl 2-(5-bromo-2-fluorophenyl)-2-{1-methyl-2,4-dioxopyrido[3,4-d]pyrimidin-3-yl}acetate